N1=CC(=CC=C1)C(CCCOC=1C=2N=CN([C@H]3C[C@H](O)[C@@H](CO)O3)C2N=C(N1)N)=O O6-[4-(3-pyridinyl)-4-oxobutan-1-yl]-2'-deoxyguanosine